C(C)OC1=CC=C2C(=N1)SC(=N2)N 5-ethoxythiazolo[5,4-b]pyridin-2-amine